2-(3,4-dichlorophenyl)-6-[(3,5-dicyanopyrazol-1-yl)methyl]-1-ethyl-4-oxo-pyridine-3-carboxylic acid ClC=1C=C(C=CC1Cl)C=1N(C(=CC(C1C(=O)O)=O)CN1N=C(C=C1C#N)C#N)CC